5-bromo-2-(2,4-dichlorophenyl)-1-(3,3,3-trifluoropropyl)-1H-pyrrole-3-carbonitrile BrC1=CC(=C(N1CCC(F)(F)F)C1=C(C=C(C=C1)Cl)Cl)C#N